benzimidazol-5-yl-3,3-dimethyl-1-(6-methylpyridazin-3-yl)urea N1=CNC2=C1C=CC(=C2)N(C(=O)N(C)C)C=2N=NC(=CC2)C